3-bromo-5-[(2S)-tetrahydrofuran-2-ylmethoxy]benzoic acid methyl ester COC(C1=CC(=CC(=C1)OC[C@H]1OCCC1)Br)=O